N(=C=O)C1=CC(=C2C(CCO2)=C1C#N)C1=CC=C(C=C1)C(C)C 5-isocyanato-7-(4-isopropylphenyl)-2,3-dihydrobenzofuran-4-carbonitrile